C(C)(C)(C)N[Si](C)(C)C1C(=CC=2C1=CC=1C(C3=CC=CC=C3C1C2)(CCCCCCCCCCCCCC)CCCCCCCCCCCCCC)C N-tert-butyl-1-(9,9-ditetradecyl-2-methyl-1,9-dihydro-cyclopenta[b]fluoren-1-yl)-1,1-dimethylsilanamine